N2-(2-phenoxyethyl)pyridine-2,3-diamine O(C1=CC=CC=C1)CCNC1=NC=CC=C1N